4-methylenecyclohexane-1,3-diol C=C1C(CC(CC1)O)O